NC1=NC=CC=2N1C(=CC2C2N(CCC2)CC#CC)C2=CC=C(C(=O)NC1=NC=CC=C1F)C=C2 4-(1-amino-5-(1-(but-2-ynyl)pyrrolidin-2-yl)pyrrolo[1,2-c]pyrimidin-7-yl)-N-(3-fluoropyridin-2-yl)benzamide